ClC1=C(C=C(C=2C3=C(NC12)CCNC([C@@H]3C)=O)C3=NN(N=C3)C)Cl (R)-7,8-Dichloro-1-methyl-10-(2-methyl-2H-1,2,3-triazol-4-yl)-3,4,5,6-tetrahydroazepino[4,5-b]indol-2(1H)-one